Propylparaben-d4 C(CC)OC(=O)C1=C(C(=C(O)C(=C1[2H])[2H])[2H])[2H]